ClC1=CC2=C(OC3=C2C=CC(=C3)C=3C2=CC=CC=C2C(=C2C=CC=CC32)C3=CC2=C(OC4=C2C=CC=C4)C=C3)C=C1 2-chloro-7-(10-(dibenzofuran-2-yl)anthracen-9-yl)dibenzofuran